CN([C@H]1C[C@H](CC1)NCC1=CC=C(C(=O)N)C=C1)C=1C2=C(N=CN1)SC(=C2)CC(F)(F)F 4-({[(1S,3R)-3-{methyl[6-(2,2,2-trifluoroethyl)thieno[2,3-d]pyrimidin-4-yl]amino}cyclopentyl]amino}methyl)benzamide